(3',4'-dichloro-5-fluoro-[1,1'-biphenyl]-2-yl)-3-(difluoromethyl)-1-(deuteromethyl)-1H-pyrazole-4-carboxamide ClC=1C=C(C=CC1Cl)C1=C(C=CC(=C1)F)C1=C(C(=NN1C[2H])C(F)F)C(=O)N